thiophosphonocarboxylate P(=S)(O)(O)C(=O)[O-]